FC(C(=O)O)(F)F.CN1C(N(C2=C1C(=CC=C2)C#CCC2CCNCC2)C2C(NC(CC2)=O)=O)=O 3-{3-Methyl-2-oxo-4-[3-(piperidin-4-yl)prop-1-yn-1-yl]-1,3-benzodiazol-1-yl}piperidine-2,6-dione trifluoroacetate